FC(N1N=CC(=C1C)C1=NC(=NC(=C1)N1CC(C1)NC)N)F 4-(1-(difluoromethyl)-5-methyl-1H-pyrazol-4-yl)-6-(3-(methylamino)azetidin-1-yl)pyrimidin-2-amine